(R)-(3-chloro-5-fluoro-2-pyridyl)-(1-fluorocyclobutyl)methanamine ClC=1C(=NC=C(C1)F)[C@@H](N)C1(CCC1)F